4-((2-hydroxyethyl)sulfonamido)-N-(2-oxo-1-(3-(trifluoromethyl)cyclobutyl)-1,2-dihydropyridin-3-yl)-2-(6-azaspiro[2.5]octan-6-yl)benzamide OCCS(=O)(=O)NC1=CC(=C(C(=O)NC=2C(N(C=CC2)C2CC(C2)C(F)(F)F)=O)C=C1)N1CCC2(CC2)CC1